(S)-1-(1-(4-amino-1,2,5-oxadiazol-3-yl)-5-methyl-1H-1,2,3-triazol-4-yl)ethanol NC=1C(=NON1)N1N=NC(=C1C)[C@H](C)O